OC1=CC(=C(C=N1)C=1C=CC(=C(C1)N(C=1SC=C(N1)C1=NC(=CC(=N1)N)N)CCC)C)C(F)(F)F 2-(2-((5-(6-Hydroxy-4-(trifluoromethyl)pyridin-3-yl)-2-methylphenyl)(propyl)amino)thiazol-4-yl)pyrimidine-4,6-diamine